4-chloromethyl-phenylboronic acid pinacol ester ClCC1=CC=C(C=C1)B1OC(C)(C)C(C)(C)O1